CN1C=2C=NC(=NC2N(CC1=O)C1=C2C(=NC=C1)NN=C2)C2=NC(=CC=C2)C 5-methyl-2-(6-methylpyridin-2-yl)-8-(1H-pyrazolo[3,4-b]pyridin-4-yl)-7,8-dihydropteridin-6(5H)-one